C(C)N1C(N(C2=C1C(=CC=C2)N2CCNCC2)N2C(CCCC2=O)=O)=O (3-ethyl-2-oxo-4-piperazin-1-yl-benzoimidazol-1-yl)piperidine-2,6-dione